5-(4-iodophenyl)-5,6-dihydropyrido[2,3-d]pyrimidine-4,7(3H,8H)-dione IC1=CC=C(C=C1)C1CC(NC=2N=CNC(C21)=O)=O